methyl 3-((6-fluoro-4-(methylthio)-1-tosyl-1H-indol-5-yl)oxy)benzimidothioate FC1=C(C(=C2C=CN(C2=C1)S(=O)(=O)C1=CC=C(C)C=C1)SC)OC=1C=C(C(=N)SC)C=CC1